tert-butyl (2S)-2-amino-5-[2-(tert-butoxycarbonylamino) ethylamino]-5-oxo-pentanoate N[C@H](C(=O)OC(C)(C)C)CCC(=O)NCCNC(=O)OC(C)(C)C